FC1(CN(CC1)CC1=NC=CC=C1)F 2-((3,3-difluoropyrrolidin-1-yl)methyl)pyridine